2-fluoroethyl trifluoro-methane-sulfonate FC(S(=O)(=O)OCCF)(F)F